hydroxy-6-(N-(2-morpholinopyridin-3-yl)sulfamoyl)benzofuran-2-carboxamide OC1=C(OC2=C1C=CC(=C2)S(NC=2C(=NC=CC2)N2CCOCC2)(=O)=O)C(=O)N